(S)-6-chloro-1-(1-(pyridin-3-yl)ethyl)-1H-pyrazolo[3,4-b]pyrazine ClC1=CN=C2C(=N1)N(N=C2)[C@@H](C)C=2C=NC=CC2